(Z)-hex-3-en CC\C=C/CC